C(C)(=O)O.C(C)(=O)N[C@H](CC1=CC2=CC=CC=C2C=C1)C(=O)N[C@H](CC1=CC=C(C=C1)Cl)C(=O)N[C@H](CC=1C=NC=CC1)C(=O)N[C@@H](CO)C(=O)N[C@@H](CC1=CC=C(C=C1)O)C(=O)N[C@H](CCCNC(=O)N)C(=O)N[C@@H](CC(C)C)C(=O)N[C@@H](CCCNC(N)=N)C(=O)N1[C@@H](CCC1)C(=O)N[C@H](C)C(=O)N N-acetyl-3-(2-naphthyl)-D-alanyl-4-chloro-D-phenylalanyl-3-(3-pyridyl)-D-alanyl-L-seryl-L-tyrosyl-D-citrullyl-L-leucyl-L-arginyl-L-prolyl-D-alaninamide, acetate salt